(3-fluoro-10,11-dihydrobenzo[6,7]oxepino[3,2-b]pyridin-10-yl)methanamine FC=1C=C2C(=NC1)CC(C1=C(O2)C=CC=C1)CN